NCC=1C=C(C=CC1)N1N=C(C=C1C(=O)NC1=C(C=CC(=C1)C(CCC1CC1)(C=1C=NC=CC1)NC(CC)=O)F)C(F)(F)F (-)-1-(3-(aminomethyl)phenyl)-N-(5-(3-cyclopropyl-1-propanamido-1-(pyridin-3-yl)propyl)-2-fluorophenyl)-3-(trifluoromethyl)-1H-pyrazole-5-carboxamide